N[C@@H](C(=O)O)CN (R)-2,3-diaminopropanoic acid